CN1C(N(C2=NC(=NC=C12)NC1=NC2=C(C=NC=C2)N1C)C1CCOCC1)=O 7-methyl-2-((3-methyl-3H-imidazo[4,5-c]pyridin-2-yl)amino)-9-(tetrahydro-2H-pyran-4-yl)-7,9-dihydro-8H-purin-8-one